3-Bromo-8-(difluoromethoxy)-2-(trifluoromethyl)-4H-pyrido[1,2-a]pyrimidin-4-one BrC1=C(N=C2N(C1=O)C=CC(=C2)OC(F)F)C(F)(F)F